CC1=CC=C(C=C1)C1=CC=C(C=N1)O[C@H]1CN2CCC1CC2 (R)-3-(6-(4-Methylphenyl)-Pyridin-3-yloxy)-1-aza-bicyclo[2.2.2]octane